(S)-(1-(5-toluenesulfonyl-2-((1-(3,4,5-trimethoxyphenyl)-1H-imidazol-4-yl)amino)-5H-pyrrolo[3,2-d]pyrimidin-4-yl)pyrrolidin-2-yl)methanol C(C1=CC=CC=C1)S(=O)(=O)N1C=CC=2N=C(N=C(C21)N2[C@@H](CCC2)CO)NC=2N=CN(C2)C2=CC(=C(C(=C2)OC)OC)OC